C(CC)C1(C(=O)OCCCC1)CCC di-n-propyl-ε-caprolactone